5-(2-(Dimethylamino)ethoxy)-2-methyl-N-(1-(2-methyl-[1,1'-biphenyl]-3-yl)cyclopropyl)benzamide CN(CCOC=1C=CC(=C(C(=O)NC2(CC2)C=2C(=C(C=CC2)C2=CC=CC=C2)C)C1)C)C